2-fluoro-6-[(3,4-dihydroxybenzyl)amino]-9-(oxetan-2-yl)-9H-purine FC1=NC(=C2N=CN(C2=N1)C1OCC1)NCC1=CC(=C(C=C1)O)O